COC=1C=C2C(=CNC2=CC1)CCO 5-methoxyindole-3-ethanol